2-((6aR,9S)-9-methyl-6,6a,7,8,9,10-hexahydro-5H-pyrazino[1',2':4,5]pyrazino[2,3-c]pyridazin-2-yl)phenol C[C@@H]1NC[C@H]2N(C=3C(=NN=C(C3)C3=C(C=CC=C3)O)NC2)C1